O=C1NC(CCC1N1C(C2=CC=CC(=C2C1=O)NCCC(=O)N)=O)=O 3-((2-(2,6-dioxopiperidin-3-yl)-1,3-Dioxoisoindoline-4-yl)amino)propionamide